piperidine-3-carboxylic acid methyl ester hydrochloride Cl.COC(=O)C1CNCCC1